Disodium (7-chloro-1-(2-methyl-4-(2-methylbenzamido)benzoyl)-2,3,4,5-tetrahydro-benzo[b]azepine-5-oxycarbonyl)-L-glutamate ClC1=CC2=C(N(CCCC2OC(=O)N[C@@H](CCC(=O)[O-])C(=O)[O-])C(C2=C(C=C(C=C2)NC(C2=C(C=CC=C2)C)=O)C)=O)C=C1.[Na+].[Na+]